COC=1C=C(C=C(C1)OC)C#CC1=NNC2=NC=NC(=C21)N2CC(CC2)NC(C=C)=O 3-(3,5-dimethoxyphenylethynyl)-4-(3-acrylamidopyrrolidin-1-yl)-1H-pyrazolo[3,4-d]pyrimidine